C(=O)O.NC(C(=O)N[C@H](C(=C=O)N1CCC2(CC1)CN(C1=CC(=C(C=C12)F)F)S(=O)(=O)C)COC([2H])([2H])C1=C(C(=C(C(=C1[2H])[2H])[2H])[2H])[2H])(C)C (R)-2-amino-N-(1-(5,6-difluoro-1-(methylsulfonyl)spiro[indoline-3,4'-piperidin]-1'-yl)-1-carbonyl-3-((phenyl-d5)methoxy-d2)propan-2-yl)-2-methylpropanamide formate